tert-butyl (1-(4-(3-(4-cyanophenyl)imidazo[1,2-b]pyridazin-6-yl)benzoyl)piperidin-4-yl)methylcarbamate C(#N)C1=CC=C(C=C1)C1=CN=C2N1N=C(C=C2)C2=CC=C(C(=O)N1CCC(CC1)CNC(OC(C)(C)C)=O)C=C2